5-((benzyloxy)methyl)-1,4-dioxane-2-carbaldehyde C(C1=CC=CC=C1)OCC1OCC(OC1)C=O